6-hydroxyhexanoyl-CoA OCCCCCC(=O)SCCNC(CCNC([C@@H](C(COP(OP(OC[C@@H]1[C@H]([C@H]([C@@H](O1)N1C=NC=2C(N)=NC=NC12)O)OP(=O)(O)O)(=O)O)(=O)O)(C)C)O)=O)=O